Ethoxyiso-propoxytitanium C(C)O[Ti]OC(C)C